ClC1=CC=C(C=C1)N=NC(C(=O)OCC)C#N ethyl [(4-chlorophenyl)-azo]-cyanoacetate